C1(CCCCC1)NCCS(=O)(=O)[O-].[Na+].CC=1C=C(C=CC1OC1=CC=CC=C1)C1=NN(C2=NC=NC=C21)[C@H]2CN(CCC2)C(C=C)=O (R)-1-(3-(3-(3-methyl-4-phenoxyphenyl)-1H-pyrazolo[3,4-d]pyrimidin-1-yl)piperidin-1-yl)prop-2-en-1-one sodium 2-cyclohexylaminoethanesulfonate